NC=1C(NC2=CC(=CN=C2C1C1=C2C=NNC2=C(C=C1)F)CC)=O 3-Amino-7-ethyl-4-(7-fluoro-1H-indazol-4-yl)-1H-1,5-naphthyridin-2-one